6-{5-chloro-2-[(oxan-4-yl)amino]pyrimidin-4-yl}-2-[2-(1-methyl-1,2,3,4-tetrahydroisoquinolin-2-yl)-2-oxoethyl]-2,3-dihydro-1H-isoindol-1-one ClC=1C(=NC(=NC1)NC1CCOCC1)C1=CC=C2CN(C(C2=C1)=O)CC(=O)N1C(C2=CC=CC=C2CC1)C